C(C1=CC=CC=C1)OC1=C(C(=NC(=C1)C)Cl)C(\C=C\N(C)C)=O (E)-1-(4-(benzyloxy)-2-chloro-6-methylpyridin-3-yl)-3-(dimethylamino)prop-2-en-1-one